C(C)OC(CC#N)=O Cyanoacetic acid ethyl ester